(6S)-6-tert-butyl-N-[(1R)-3-(3-hydroxypiperidin-1-ium-1-yl)-1-[4-(6-oxo-1H-pyridin-3-yl)phenyl]propyl]-5,6,7,8-tetrahydrothieno[2,3-b]quinoline-2-carboxamide C(C)(C)(C)[C@@H]1CC=2C=C3C(=NC2CC1)SC(=C3)C(=O)N[C@H](CC[NH+]3CC(CCC3)O)C3=CC=C(C=C3)C3=CNC(C=C3)=O